5-{3-[4-(2-fluoroethoxy)phenyl]pyrrolidine-1-carbonyl}-6-methyl-N-(1-methylcyclopropyl)furo[2,3-d]pyrimidin-4-amine FCCOC1=CC=C(C=C1)C1CN(CC1)C(=O)C1=C(OC=2N=CN=C(C21)NC2(CC2)C)C